3-(2,8-dimethylimidazo[1,2-b]pyridazin-6-yl)-5-fluoro-7-(piperidin-4-yl)cinnoline CC=1N=C2N(N=C(C=C2C)C=2N=NC3=CC(=CC(=C3C2)F)C2CCNCC2)C1